C(C1=CC=CC=C1)OC1=C(C(=O)NCC2=CC(=CC=C2)F)C=C(C(=C1)OCC1=CC=CC=C1)C(C)C 2,4-bis(benzyloxy)-N-(3-fluorobenzyl)-5-isopropylbenzamide